BrC1=CC=CC2=C1NC(CC(=C2O)C(=O)OC)=O Methyl 9-bromo-5-hydroxy-2-oxo-2,3-dihydro-1H-benzo[b]azepine-4-carboxylate